[1,1'-biphenyl]-4-yl propionate C(CC)(=O)OC1=CC=C(C=C1)C1=CC=CC=C1